C(=O)[C@]1(C[C@H](CC1)N(S(=O)(=O)C)CC1=CC=C(C=C1)OC)C(=O)OC methyl (1S,3S)-1-formyl-3-(N-(4-methoxybenzyl)methylsulfonamido)cyclopentane-1-carboxylate